(2R,3R,4S,5R)-5-(6-amino-2-fluoro-9H-purin-9-yl)-2-ethynyl-4-fluoro-2-(hydroxymethyl)tetrahydro-furan-3-ol NC1=C2N=CN(C2=NC(=N1)F)[C@H]1[C@H]([C@@H]([C@](O1)(CO)C#C)O)F